CN1N=CC(=C1C1=CC=2N(C=C1)N=C(C2)NC2=NC=C(N=C2)C)OC[C@@H]2N(CC2)C[C@H](C)O (2S)-1-[(2R)-2-[[1-methyl-5-[2-[(5-methylpyrazin-2-yl)amino]pyrazolo[1,5-a]pyridin-5-yl]pyrazol-4-yl]oxymethyl]azetidin-1-yl]propan-2-ol